(3R,4S)-1-(7-(8-Ethyl-7-fluoro-3-hydroxynaphthalen-1-yl)-8-fluoro-2-(((2R,7aS)-2-fluorotetrahydro-1H-pyrrolizin-7a(5H)-yl)methoxy)pyrido[4,3-d]pyrimidin-4-yl)-4-fluoropiperidin-3-ol C(C)C=1C(=CC=C2C=C(C=C(C12)C1=C(C=2N=C(N=C(C2C=N1)N1C[C@H]([C@H](CC1)F)O)OC[C@]12CCCN2C[C@@H](C1)F)F)O)F